FC(=CC(CC(F)(F)F)(F)F)F 1,1,3,3,5,5,5-heptafluoro-1-pentene